N,N-bis-(3-aminopropyl)-cyclohexylamine NCCCN(CCCN)C1CCCCC1